C1=C(C=CC2=CC=CC=C12)[C@H](CCB1OC(C(O1)(C)C)(C)C)NC(C(C)(C)C)=O (S)-N-(1-(naphthalen-2-yl)-3-(4,4,5,5-tetramethyl-1,3,2-dioxaborolan-2-yl)propyl)pivaloamide